COC=1C=C(C=CC1NC1=CC(=C2C(=N1)NC=C2C(F)(F)F)NC)C(=O)N2CCC(CC2)N2CCOCC2 (3-Methoxy-4-((4-(methylamino)-3-(trifluoromethyl)-1H-pyrrolo[2,3-b]pyridin-6-yl)amino)phenyl)(4-morpholinopiperidin-1-yl)methanon